N-[4-(1,1-dioxido-4-oxo-1,2,5-thiadiazolidin-2-yl)-3-fluoro-5-hydroxyphenyl]-3,4-dihydroisoquinoline-2(1H)-carboxamide O=S1(N(CC(N1)=O)C1=C(C=C(C=C1O)NC(=O)N1CC2=CC=CC=C2CC1)F)=O